benzyl (2-((S)-4-ethyl-4-hydroxy-3,14-dioxo-3,4,12,14-tetrahydro-1H-pyrano[3',4':6,7]indolizino[1,2-b]quinolin-11-yl)ethyl)(isopropyl)carbamate C(C)[C@]1(C(OCC=2C(N3CC=4C(=NC=5C=CC=CC5C4CCN(C(OCC4=CC=CC=C4)=O)C(C)C)C3=CC21)=O)=O)O